N1C=C(C=C1)CNC1=CC(=C(C=C1)NC(CCCCCCC)=O)N N-(4-(((1H-Pyrrol-3-yl)methyl)amino)-2-aminophenyl)octanamid